COCCN1N=CC(=C1)C1=CC=2N(C=N1)C(=CN2)N2CCN(CC2)C(=O)OC(C)(C)C tert-butyl 4-(7-(1-(2-methoxy ethyl)-1H-pyrazol-4-yl)imidazo[1,2-c]pyrimidin-3-yl)piperazine-1-carboxylate